NC1=CC=C(C=N1)C(N)=S 6-aminopyridine-3-thioamide